Methyl 1-carbamoyl-9H-pyrido[3,4-b]indole-3-carboxylate C(N)(=O)C1=NC(=CC2=C1NC1=CC=CC=C21)C(=O)OC